OC1=C(C=C(C=C1CO)NC([O-])=O)CO.[Cl-].C(C(=C)C)(=O)OC[N+](C)(C)CC.C(C(=C)C)(=O)OC[N+](CC)(C)C Methacryloyloxy-ethyltrimethylammonium chlorid (4-hydroxy-3,5-bis(hydroxymethyl)phenyl)carbamate